fluoro-fluorocarbon F[C]F